(S)-2-(3,3-dimethyl-4-(6-oxo-1,6-dihydropyridine-3-carbonyl)piperazin-1-yl)-N-(5-(4-fluorophenoxy)-1,3,4-thiadiazol-2-yl)propenamide CC1(CN(CCN1C(=O)C1=CNC(C=C1)=O)C(C(=O)NC=1SC(=NN1)OC1=CC=C(C=C1)F)=C)C